FC=1C=C(CC=2C=NN(C2)C(=O)N[C@@H]2C(N(C3=C(OC2)C=CC(=C3)OCCC3(CCNCC3)O)C)=O)C=CC1 (S)-4-(3-fluorobenzyl)-N-(7-(2-(4-hydroxypiperidin-4-yl)ethoxy)-5-methyl-4-oxo-2,3,4,5-tetrahydrobenzo[b][1,4]oxazepin-3-yl)-1H-pyrazole-1-carboxamide